N-(4,4-Difluorocyclohexyl)-5-(pyrazolo[1,5-a]pyridin-5-yl)-7H-pyrrolo[2,3-d]pyrimidin-2-amine FC1(CCC(CC1)NC=1N=CC2=C(N1)NC=C2C2=CC=1N(C=C2)N=CC1)F